CC1=C(C(=O)N[C@H](C)C=2C=C(C=CC2)CCC(=O)O)C=C(C=C1)N1CCN(CC1)C 3-[3-[(1R)-1-[[2-Methyl-5-(4-methylpiperazin-1-yl)benzoyl]amino]ethyl]phenyl]propanoic acid